3-(Fmoc-amino)cyclohexanecarboxylic acid C(=O)(OCC1C2=CC=CC=C2C2=CC=CC=C12)NC1CC(CCC1)C(=O)O